CP(C(C)CCCCCC)C(C)CCCCCC methyl-di-(2-octyl)phosphine